(R)-(3-chloro-4-fluorophenyl)(3-(3-cyclopropyl-1,2,4-thiadiazol-5-yl)-8-methyl-5,6-dihydro-[1,2,4]triazolo[4,3-a]pyrazin-7(8H)-yl)methanone ClC=1C=C(C=CC1F)C(=O)N1[C@@H](C=2N(CC1)C(=NN2)C2=NC(=NS2)C2CC2)C